(2R)-2-[[2-[(2R)-1-[(2-ethylphenyl)methyl]-5-oxopyrrolidin-2-yl]acetyl]amino]-3-phenylpropionic acid C(C)C1=C(C=CC=C1)CN1[C@H](CCC1=O)CC(=O)N[C@@H](C(=O)O)CC1=CC=CC=C1